N-(4-(4-(ethylsulfonylamino)-3-fluorophenyl)-7H-pyrrolo[2,3-d]pyrimidin-2-yl)cyclopropylcarboxamide C(C)S(=O)(=O)NC1=C(C=C(C=C1)C=1C2=C(N=C(N1)NC(=O)C1CC1)NC=C2)F